6-(2-amino-6-fluoro-5-(4-(1-isopropyl-2,5-dihydro-1H-pyrrol-3-yl)phenyl)pyridin-3-yl)-3,4-dihydroisoquinolin-1(2H)-one NC1=NC(=C(C=C1C=1C=C2CCNC(C2=CC1)=O)C1=CC=C(C=C1)C=1CN(CC1)C(C)C)F